CC1=C(OC=2CCC3=CN(N=C3C21)C[C@@H]2OCC2)C(=O)NC[C@H]2OCCC2 8-methyl-2-[(2R)-oxetan-2-ylmethyl]-N-[(2S)-tetrahydro-furan-2-ylmethyl]-4,5-dihydro-2H-furo[2,3-g]indazole-7-carboxamide